ClC1=CC(=C(OCC2=NC=CC(=C2)OC2CCN(CC2)CC2=NC3=C(N2CC2=CN=CN2CC)C=C(C=C3)C(=O)O)C=C1)C#N 2-{[4-({2-[(4-chloro-2-cyanophenoxy)methyl]pyridin-4-yl}oxy)piperidin-1-yl]methyl}-1-[(1-ethyl-1H-imidazol-5-yl)methyl]-1H-1,3-benzodiazole-6-carboxylic acid